N1=C(C=CC=C1)CN[C@@H](CCO[C@@H]1C[C@@H](C1)CCC1=NC=2NCCCC2C=C1)C(=O)O N-picolyl-O-(cis-3-(2-(5,6,7,8-tetrahydro-1,8-naphthyridin-2-yl)ethyl)cyclobutyl)-L-homoserine